FC1=C(C(=C2C=NNC2=C1F)C=1C=CC=2N(N1)C=C(N2)NC(=O)[C@H]2[C@H](C2)F)SC (1S,2S)-N-(6-(6,7-difluoro-5-(methylthio)-1H-indazol-4-yl)imidazo[1,2-b]pyridazin-2-yl)-2-fluorocyclopropane-1-carboxamide